tert-butyl 3-[6-(1-methyl-1H-pyrazol-4-yl)pyrazolo[1,5-a]pyridin-3-yl]pyrrolidine-1-carboxylate CN1N=CC(=C1)C=1C=CC=2N(C1)N=CC2C2CN(CC2)C(=O)OC(C)(C)C